C(C1=CC=CC=C1)NC(N([C@@H]1CC[C@H](CC1)NC1=NC=C(C=C1)C#N)C1=CC=C(C=C1)NC1=CC(=CC=C1)C#N)=O 3-benzyl-1-(4-((3-cyanophenyl)amino)phenyl)-1-(trans-4-((5-cyanopyridin-2-yl)amino)cyclohexyl)urea